ClC1=C(C(=NC=C1)C#N)CC1N(C(C2=CC=C(C=C12)C1COC1)=O)CC1=CC2=C(NC(O2)=O)C=C1 4-chloro-3-((6-(oxetan-3-yl)-3-oxo-2-((2-oxo-2,3-dihydrobenzo[d]oxazol-6-yl)methyl)isoindolin-1-yl)methyl)picolinonitrile